6-(4-Ethoxy-5-(5-oxo-4,5-dihydro-[1,2,4]oxadiazol-3-yl)thiophen-2-yl)pyrimidin C(C)OC=1C=C(SC1C1=NOC(N1)=O)C1=CC=NC=N1